(R)-2-methyl-1-((2-methyl-2H-tetrazol-5-yl)(phenyl)methyl)piperazine C[C@H]1N(CCNC1)C(C1=CC=CC=C1)C=1N=NN(N1)C